ClC=1C(=C(SC1C1=CC(=CC=C1)O)C(=O)OC(C)(C)C)OCC(=O)OCC tert-butyl 4-chloro-3-(2-ethoxy-2-oxo-ethoxy)-5-(3-hydroxyphenyl)thiophene-2-carboxylate